C(#N)[C@H]1N(CSC1)C(CNC(=O)C1=CC=NC2=CC=C(C=C12)N1CC2(CC2)CCC1)=O (R)-N-(2-(4-Cyanothiazolidin-3-yl)-2-oxoethyl)-6-(5-azaspiro[2.5]octan-5-yl)quinoline-4-carboxamide